NC=1N=CC2=C(N1)N(C=C2)C=2C=C(C#N)C=C(C2)Br 3-(2-amino-7H-pyrrolo[2,3-d]pyrimidin-7-yl)-5-bromobenzonitrile